CN(C(CC)NC)C N,N-dimethyl-N'-methylpropanediamine